FC(F)(F)C1=C(C=CC=C1)C(F)(F)F bis(trifluoro-methyl)benzene